F[C@H]1[C@H](O[C@@H]([C@H]1O)CO)N1C(N=C(C=C1)C1=C(C(=O)N)C=CC(=N1)OC)=O (1-((2s,3r,4r,5r)-3-fluoro-4-hydroxy-5-(hydroxymethyl)tetrahydrofuran-2-yl)-2-oxo-1,2-dihydropyrimidin-4-yl)-6-methoxynicotinamide